C(C)(C)(C)OC(NCC1CN(CCC1)C1=NN2C(C=3OCCCC13)=NC(=C2Br)C)=O [1-(3-Bromo-2-methyl-7,8-dihydro-6H-9-oxa-1,3a,4-triaza-cyclopenta[a]naphthalen-5-yl)-piperidin-3-ylmethyl]-carbamic acid tert-butyl ester